NC1=NC=CC2=C(C=CC=C12)C=1C=C2C(=NN(C2=CC1)C1CCC1)COC1=C(C(=O)O)C=CC=C1CC(=O)O 2-((5-(1-aminoisoquinolin-5-yl)-1-cyclobutyl-1H-indazol-3-yl)methoxy)-3-(carboxymethyl)benzoic acid